(R)-4-methylcyclohex-3-enamine CC1=CC[C@@H](CC1)N